tert-butyl 4-(5-(4,4,5,5-tetramethyl-1,3,2-dioxaborolan-2-yl)pyridin-2-yl)piperazin-1-carboxylate CC1(OB(OC1(C)C)C=1C=CC(=NC1)N1CCN(CC1)C(=O)OC(C)(C)C)C